lithium 2,2'-methylenebis(2,4-di-tert-butylphenyl) phosphate P1(=O)(OC2C(C=C(C=C2)C(C)(C)C)(C(C)(C)C)CC2(C(C=CC(=C2)C(C)(C)C)O1)C(C)(C)C)[O-].[Li+]